5-(((4-chloro-2-fluorophenyl)amino)methylene)-2,2-dimethyl-1,3-dioxane-4,6-dione ClC1=CC(=C(C=C1)NC=C1C(OC(OC1=O)(C)C)=O)F